C1(=CC=CC=C1)[13C]=1N=C2N(C=CC=C2)C1 2-Phenylimidazo[1,2-a]pyridine-13C